7-[(3S,4R)-4-(4-chloro-N-methyl-anilino)-3-methyl-1-piperidinyl]-2,4-dimethyl-5-oxo-thiazolo[5,4-b]pyridine-6-carbonitrile ClC1=CC=C(N(C)[C@H]2[C@H](CN(CC2)C=2C3=C(N(C(C2C#N)=O)C)SC(=N3)C)C)C=C1